1,2-bis[bis(3,5-bistrifluoromethylphenyl)phosphino]ethane FC(C=1C=C(C=C(C1)C(F)(F)F)P(CCP(C1=CC(=CC(=C1)C(F)(F)F)C(F)(F)F)C1=CC(=CC(=C1)C(F)(F)F)C(F)(F)F)C1=CC(=CC(=C1)C(F)(F)F)C(F)(F)F)(F)F